(R)-3-(2-amino-[1,2,4]triazolo[1,5-a]pyridin-7-yl)-6-chloro-N-(2,2-difluoro-3-(4-fluorophenyl)-3-hydroxypropyl)-2-fluorobenzamide NC1=NN2C(C=C(C=C2)C=2C(=C(C(=O)NCC([C@H](O)C3=CC=C(C=C3)F)(F)F)C(=CC2)Cl)F)=N1